2-bromo(chloro)-N-methylaniline BrC1=C(N(C)Cl)C=CC=C1